COC(CCC(C)O[Si](C(C)C)(C(C)C)C(C)C)O methoxy-4-triisopropylsilanyloxy-pentan-1-ol